N1(C=NC2=C1C=CC=C2)C2=CC=C(C=C2)NC(=O)NC2=NNC(=C2)C 1-(4-benzoimidazol-1-yl-phenyl)-3-(5-methyl-1H-pyrazol-3-yl)-urea